3-[3-(2-chloro-6-methyl-4-pyridinyl)-5-[[(3S)-3-piperidinyl]oxy]pyrazolo[1,5-a]pyrimidin-2-yl]benzonitrile ClC1=NC(=CC(=C1)C=1C(=NN2C1N=C(C=C2)O[C@@H]2CNCCC2)C=2C=C(C#N)C=CC2)C